2,3,4-tri(9H-carbazol-9-yl)-5-(4,6-diphenylpyrimidin-2-yl)benzonitrile C1=CC=CC=2C3=CC=CC=C3N(C12)C1=C(C#N)C=C(C(=C1N1C2=CC=CC=C2C=2C=CC=CC12)N1C2=CC=CC=C2C=2C=CC=CC12)C1=NC(=CC(=N1)C1=CC=CC=C1)C1=CC=CC=C1